N-benzyl-1-[4-(5-{2-[3-(trifluoromethoxy)phenyl]acetamido}-1,3,4-thiadiazol-2-yl)butyl]-1H-1,2,3-triazole-4-carboxamide C(C1=CC=CC=C1)NC(=O)C=1N=NN(C1)CCCCC=1SC(=NN1)NC(CC1=CC(=CC=C1)OC(F)(F)F)=O